OC1(CC2(CC(C2)NC(OC(C)(C)C)=O)C1)C1=CC=C(C=C1)C(F)(F)F tert-butyl (6-hydroxy-6-(4-(trifluoromethyl)phenyl)spiro[3.3]heptan-2-yl)carbamate